ClC1=NC=C(C(=N1)NCC=1C(=NC=CC1)OC(C)(C)C)C(=O)N 2-chloro-4-[[(2-tert-butoxypyridin-3-yl)methyl]amino]pyrimidin-5-carboxamide